S1C=NC2=C1C=CC(=C2)CN(C(=O)[C@H]2N(CCC2)S(=O)(=O)C2=CC(=C(C=C2)OC)F)C2CCC(CC2)(F)F (S)-1-(3-Fluoro-4-methoxy-benzenesulfonyl)-pyrrolidine-2-carboxylic acid benzothiazol-5-ylmethyl-(4,4-difluoro-cyclohexyl)-amide